[Si](C)(C)(C(C)(C)C)OCC(COC1=NN(C(=C1[N+](=O)[O-])C)C1=C(N=C(O1)C)C)F 5-(3-(3-((tert-butyldimethylsilyl)oxy)-2-fluoropropoxy)-5-methyl-4-nitro-1H-pyrazol-1-yl)-2,4-dimethyloxazole